4-(N,N-di(p-methoxyphenyl)amino)styrene COC1=CC=C(C=C1)N(C1=CC=C(C=C1)OC)C1=CC=C(C=C)C=C1